3-chloro-4-(trifluoromethyl)benzeneboronic acid ClC=1C=C(C=CC1C(F)(F)F)B(O)O